3,5-difluoro-4-[2-methyl-6-[4-fluoro-3-(trifluoromethyl)phenyl]imidazo[1,2-a]pyrazin-3-yl]phenol FC=1C=C(C=C(C1C1=C(N=C2N1C=C(N=C2)C2=CC(=C(C=C2)F)C(F)(F)F)C)F)O